3-(2-(2-Chloro-4-methoxyphenoxy)-5-nitrophenyl)-7-methoxy-1-methyl-1H-pyrrolo[2,3-c]pyridine ClC1=C(OC2=C(C=C(C=C2)[N+](=O)[O-])C2=CN(C3=C(N=CC=C32)OC)C)C=CC(=C1)OC